tert-butyl 3-[8-fluoro-6-(8-fluoro-2-methyl-imidazo[1,2-a]pyridin-6-yl)-1-oxo-2-isoquinolyl]-4-methyl-pyrrolidine-1-carboxylate FC=1C=C(C=C2C=CN(C(C12)=O)C1CN(CC1C)C(=O)OC(C)(C)C)C=1C=C(C=2N(C1)C=C(N2)C)F